3-((tert-butyldimethylsilyl)oxy)-propanol [Si](C)(C)(C(C)(C)C)OCCCO